ClC(C(=O)O)(C)C α-chloro-iso-butanoic acid